BrC=1C=C2C(N(C(=NC2=CC1)C(CCC)Br)CC)=O 6-bromo-2-(1-bromobutyl)-3-ethylquinazolin-4(3H)-one